2-(Methacryloyloxy)-3-(2-ethylhexyloxy-propan-1-yl)-3-methyl-1H-imidazolium iodid [I-].C(C(=C)C)(=O)OC1NC=C[N+]1(C)CCCOCC(CCCC)CC